5-methoxy-N-allyl-tryptamine COC1=CC=C2NC=C(CCNCC=C)C2=C1